ethyl (1R,2R)-1-((tert-butoxycarbonyl) amino)-2-hydroxy-2,3-dihydro-1H-indene-4-carboxylate C(C)(C)(C)OC(=O)N[C@H]1[C@@H](CC=2C(=CC=CC12)C(=O)OCC)O